2-(1,3-dioxane-2-yl)-6-[2-(3-pyridinyl)-5-thiazolyl]-pyridine O1C(OCCC1)C1=NC(=CC=C1)C1=CN=C(S1)C=1C=NC=CC1